1,8-diazabicyclo[5.4.0]-7-undecenium octanoate C(CCCCCCC)(=O)[O-].[NH+]12CCCCCC2=NCCC1